C([C@H](O)C)(=O)OC Methyl D-Lactate